2-(6-(3,5-dichlorophenyl)-2-(ethylsulfanyl)pyrazolo[1,5-a]pyrimidin-3-yl)-3-methyl-6-(trifluoromethyl)-3H-imidazo[4,5-b]pyridine ClC=1C=C(C=C(C1)Cl)C=1C=NC=2N(C1)N=C(C2C2=NC=1C(=NC=C(C1)C(F)(F)F)N2C)SCC